N-(3-hydroxypropyl)-8-(4-(trifluoromethyl)cyclohex-1-en-1-yl)quinoline-3-carboxamide OCCCNC(=O)C=1C=NC2=C(C=CC=C2C1)C1=CCC(CC1)C(F)(F)F